CN1C=NC=C1C(=O)ON=CC1=CC=C(C=C1)Br 4-Bromobenzaldehyde-O-(1-methyl-1H-imidazole-5-carbonyl) oxime